4-[(1,1,2,2,2-2H5)ethyl]-1-(4-methylbenzenesulfonyl)-1H,4H,5H-pyrrolo[3,2-b]pyridin-5-one C(C([2H])([2H])[2H])([2H])([2H])N1C2=C(C=CC1=O)N(C=C2)S(=O)(=O)C2=CC=C(C=C2)C